FC(S(=O)(=O)[O-])(F)F.C1(=CC=CC=C1)[I+]C1=CC=CC=C1.[IH2+].FC(S(=O)(=O)[O-])(F)F iodonium diphenyliodonium trifluoromethanesulfonate